N-((R)-3-(2-(trifluoromethyl)-1H-benzo[d]imidazol-5-yl)-1-oxo-1-(4-(piperidin-1-yl)piperidin-1-yl)propan-2-yl)-4-(1,2-dihydro-2-oxoquinazolin-3(4H)-yl)piperidine-1-carboxamide FC(C1=NC2=C(N1)C=CC(=C2)C[C@H](C(N2CCC(CC2)N2CCCCC2)=O)NC(=O)N2CCC(CC2)N2C(NC1=CC=CC=C1C2)=O)(F)F